N1=CC=CC=2C(CCCC12)C(=O)O.N1N=CC=C1C(=O)N 1H-pyrazole-5-formamide 5,6,7,8-tetrahydro-quinoline-5-carboxylate